4-[3-(2,4-difluorophenyl)-1-methylpyrazol-4-yl]pyridine (R)-tert-butyl-(1-(6-(N-methylacrylamido)isoquinolin-1-yl)pyrrolidin-3-yl)carbamate C(C)(C)(C)N(C(O)=O)[C@H]1CN(CC1)C1=NC=CC2=CC(=CC=C12)N(C(C=C)=O)C.FC1=C(C=CC(=C1)F)C1=NN(C=C1C1=CC=NC=C1)C